(S)-2-(1-propenoyl-4-(7-(5,6-dimethyl-1H-indazol-4-yl)-2-((1-morpholinylcyclopropyl)methoxy)-5,6,7,8-tetrahydropyrido[3,4-d]pyrimidin-4-yl)piperazin-2-yl)acetonitrile C(C=C)(=O)N1[C@H](CN(CC1)C=1C2=C(N=C(N1)OCC1(CC1)N1CCOCC1)CN(CC2)C2=C1C=NNC1=CC(=C2C)C)CC#N